OC(COC(\C=C\C(=O)O)=O)O fumaric acid dihydroxyethyl ester